8-({6'-[4-(methoxycarbonyl)benzamido]-[3,3'-bipyridazine]-6-yl}carbamoyl)naphthalene-1-carboxylic acid COC(=O)C1=CC=C(C(=O)NC2=CC=C(N=N2)C=2N=NC(=CC2)NC(=O)C=2C=CC=C3C=CC=C(C23)C(=O)O)C=C1